3-(4-fluoro-1-methyl-1H-indazol-5-yl)-2,3-dihydro-1H-imidazol-2-one FC1=C2C=NN(C2=CC=C1N1C(NC=C1)=O)C